(6S)-5-(2-hydroxy-2-(pyridin-2-yl)acetyl)-N-((S)-3-oxo-1-((S)-2-oxopyrrolidin-3-yl)-4-(trifluoromethoxy)butan-2-yl)-5-azaspiro[2.4]heptane-6-carboxamide OC(C(=O)N1CC2(CC2)C[C@H]1C(=O)N[C@@H](C[C@H]1C(NCC1)=O)C(COC(F)(F)F)=O)C1=NC=CC=C1